gold-palladium copper [Cu].[Pd].[Au]